9-(6-methoxypyridin-3-yl)-1-(4-(piperazin-1-yl)-3-trifluoromethylphenyl)-4H-benzo[b][1,2,4]triazolo[4,3-d][1,4]diazepin-5(6H)-one COC1=CC=C(C=N1)C1=CC2=C(NC(CC=3N2C(=NN3)C3=CC(=C(C=C3)N3CCNCC3)C(F)(F)F)=O)C=C1